tert-butyl (4R)-4-(2-hydroxyethyl)-2,2-dimethyl-1,3-oxazolidine-3-carboxylate OCC[C@H]1N(C(OC1)(C)C)C(=O)OC(C)(C)C